benzyl (R)-1-((tert-butoxycarbonyl)amino)-6-azaspiro[2.5]octane-6-carboxylate C(C)(C)(C)OC(=O)N[C@@H]1CC12CCN(CC2)C(=O)OCC2=CC=CC=C2